CC=1N(N=C2C(=NN=C(C21)C)N2CCC(CC2)C(=O)N2CCN(CC2)CCC)C2=CC=CC=C2 (1-(3,4-dimethyl-2-phenyl-2H-pyrazolo[3,4-d]pyridazin-7-yl)piperidin-4-yl)(4-propylpiperazin-1-yl)methanone